N[C@@H](C(=O)O)CC1=CC(=CC=C1)OC (R)-2-amino-2-(3-methoxybenzyl)acetic acid